2-((2S)-1-(2-fluoroacryloyl)-4-(4-methyl-2'-(((S)-1-methylpyrrolidin-2-yl)methoxy)-2,3,5',8'-tetrahydro-6'H-spiro[indene-1,7'-quinazolin]-4'-yl)piperazin-2-yl)acetonitrile FC(C(=O)N1[C@H](CN(CC1)C1=NC(=NC=2CC3(CCC12)CCC1=C(C=CC=C13)C)OC[C@H]1N(CCC1)C)CC#N)=C